(Z)-3-((5-(4-fluoro-3-hydroxybenzylidene)-2,4-dioxothiazolidin-3-yl)methyl)benzamide FC1=C(C=C(\C=C/2\C(N(C(S2)=O)CC=2C=C(C(=O)N)C=CC2)=O)C=C1)O